5-(4-methoxyphenyl)-N-(furan-2-ylmethyl)pyrazolo[1,5-a]pyrimidin-7-amine COC1=CC=C(C=C1)C1=NC=2N(C(=C1)NCC=1OC=CC1)N=CC2